C[C@@H]1N(C2=CC=CC=C2[C@@H](C1)NC1=CC=C(C=C1)NC(CCCC(=O)NC1=NC=C(C=C1)N[C@@H]1C[C@@H](N(C2=CC=CC=C12)C(CC)=O)C)=O)C(CC)=O |o1:33,35| N1-(4-(((2S,4R)-2-methyl-1-propionyl-1,2,3,4-tetrahydroquinolin-4-yl)amino)phenyl)-N5-(5-(((2S*,4R*)-2-methyl-1-propionyl-1,2,3,4-tetrahydroquinolin-4-yl)amino)pyridin-2-yl)glutaramide